C([2H])([2H])([2H])N(C1=NC(=NC=C1)C#N)C1CN(C1)CC1=CC=C(C=C1)C=1N=C2N(COC3=C2C=NC=C3)C1C1=CC=CC=C1 4-((Methyl-d3)(1-(4-(3-phenyl-5H-imidazo[1,2-c]pyrido[3,4-e][1,3]oxazin-2-yl)benzyl)azetidin-3-yl)amino)pyrimidine-2-carbonitrile